1-chloro-3-(4-(2-(3,5-dichloro-4-(3-(ethylsulfonyl)-2-hydroxypropoxy)phenyl)propan-2-yl)phenoxy)propan-2-ol ClCC(COC1=CC=C(C=C1)C(C)(C)C1=CC(=C(C(=C1)Cl)OCC(CS(=O)(=O)CC)O)Cl)O